C1(CC1)C(=O)NC1=CC(=C(N=N1)C(=O)NC([2H])([2H])[2H])NC1=C(C(=CC(=C1)C)C1=NN(N=C1)C)OC 6-cyclopropaneamido-4-{[2-methoxy-5-methyl-3-(2-methyl-2H-1,2,3-triazol-4-yl)phenyl]amino}-N-(2H3)methylpyridazine-3-carboxamide